C1(CCCCC1)CSCC1CCCCC1 bis(cyclohexylmethyl)sulfane